C(=O)O.FC(CN1C(N(C(C=C1)=O)CC1=CC2=NC=CC(=C2S1)C=1C=C(C=C2CCCN(C12)C1CNCC1)C#N)=O)(C)F 8-(2-((3-(2,2-difluoropropyl)-2,6-dioxo-2,3-dihydropyrimidin-1(6H)-yl)methyl)thieno[3,2-b]pyridin-7-yl)-1-(pyrrolidin-3-yl)-1,2,3,4-tetrahydroquinoline-6-carbonitrile, formic acid salt